FC(OC=1C=2N(N=C(C1)C=1C=C3C(=NC1)C=C(S3)C3=CCN(C1(CC1)C3)C(=O)OC(C)(C)C)C=C(N2)C)F tert-butyl 7-[6-[8-(difluoromethoxy)-2-methyl-imidazo[1,2-b]pyridazin-6-yl]thieno[3,2-b]pyridin-2-yl]-4-azaspiro[2.5]oct-6-ene-4-carboxylate